FC(C1CN(C1)CCOC1=CC(=C(C(=C1)F)[C@H]1N([C@@H](CC2=C1NC1=CC=CC=C21)C)CC(C)(C)F)F)F (1R,3R)-1-(4-(2-(3-(difluoromethyl)azetidin-1-yl)ethoxy)-2,6-difluorophenyl)-2-(2-fluoro-2-methylpropyl)-3-methyl-2,3,4,9-tetrahydro-1H-pyrido[3,4-b]indole